BrC=1C(=C(C=CC1)C(C)C=1C=C(N(N1)C1=C(C=CC(=C1)OC=1C(=C2C=CN(C2=CC1F)S(=O)(=O)C1=CC=C(C=C1)C)F)F)N)F 5-[1-(3-bromo-2-fluoro-phenyl)ethyl]-2-[5-[4,6-difluoro-1-(p-tolylsulfonyl)indol-5-yl]oxy-2-fluoro-phenyl]pyrazol-3-amine